BrC=1N=NC(=CC1)C(=C)C(F)(F)F 3-bromo-6-[1-(trifluoromethyl)vinyl]pyridazine